ClC1=CC(=C(C=C1)C=1N=NSC1)C1=NC=NC(=C1)OC 4-(4-chloro-2-(6-methoxypyrimidin-4-yl)phenyl)-1,2,3-thiadiazole